tert-Butyl 4-[4-[3-cyano-5-[(5-fluoro-2-pyridyl)methoxy]imidazo[1,2-a]pyridin-7-yl]-5-methyl-triazol-1-yl]piperidine-1-carboxylate C(#N)C1=CN=C2N1C(=CC(=C2)C=2N=NN(C2C)C2CCN(CC2)C(=O)OC(C)(C)C)OCC2=NC=C(C=C2)F